4-ethynyl-dihydrofuran-2(3H)-one C(#C)C1CC(OC1)=O